FC=1C=C(C=CC1)C1(CC1)C(N)=N 1-(3-fluorophenyl)cyclopropane-carboximidamide